ClC=1C(=NC=CC1C1=C(C(=CC=C1)C1=NC(=C(C=C1)CNC1CC(C1)(C)O)OC)Cl)C1=CC(=C(CN2CC3(C2)CNC(C3)=O)C=C1)OC 2-(4-(3-chloro-4-(2-chloro-3-(5-((((1r,3r)-3-hydroxy-3-methylcyclobutyl)amino)methyl)-6-methoxypyridin-2-yl)phenyl)pyridin-2-yl)-2-methoxybenzyl)-2,6-diazaspiro[3.4]octan-7-one